2,2,6,6-tetramethyl-piperid-4-yl-hexamethylenediamine CC1(NC(CC(C1)NCCCCCCN)(C)C)C